C(C)(C)(C)OC(NCC1=CC(=C(C=C1)OC[C@@H](C(=O)N(C)OC)N)C)=O.C1(CCCCC1)P(C1=C(C=CC=C1)C1=C(C=CC=C1OC)OC)C1CCCCC1 dicyclohexyl-(2',6'-dimethoxy[1,1'-biphenyl]-2-yl)phosphine tert-Butyl-N-[[4-[(2S)-2-amino-3-[methoxy(methyl)amino]-3-oxo-propoxy]-3-methyl-phenyl]methyl]carbamate